C1(CC1)C1=NN(C=N1)C1CC2(CN(C2)C(=O)N2CC3(C2)NC(CC3)=O)C1 2-[6-(3-cyclopropyl-1,2,4-triazol-1-yl)-2-azaspiro[3.3]heptane-2-carbonyl]-2,5-diazaspiro[3.4]octan-6-one